[C-]#N.[Ce+3].[C-]#N.[C-]#N cerium cyanide salt